2,2,2-trifluoroethyl 2-[(2R,5S)-5-methyl-2-(2-methylindazol-6-yl)-1-piperidyl]-2-oxo-acetate C[C@H]1CC[C@@H](N(C1)C(C(=O)OCC(F)(F)F)=O)C=1C=CC2=CN(N=C2C1)C